1-(1-(4-(3,3-difluoropyrrolidin-1-yl) phenyl) ethyl)-4-(propan-1-yn-1-yl)-1H-indazole-7-carboxylate FC1(CN(CC1)C1=CC=C(C=C1)C(C)N1N=CC2=C(C=CC(=C12)C(=O)[O-])C#CC)F